(4-aminophenyl)(8-(1-methyl-6-(trifluoromethyl)-1H-benzo[d]imidazol-5-yl)indolizin-3-yl)methanone NC1=CC=C(C=C1)C(=O)C1=CC=C2C(=CC=CN12)C1=CC2=C(N(C=N2)C)C=C1C(F)(F)F